FC=1C(=C(C(=O)O)C=CC1F)NC1=C(C=C(C=C1)I)F.C(=C)C=1CC(C=CC1)(C1=C(C=CC=C1)CC)C=C 3-vinyl-1-vinyl-2'-ethylbiphenyl 3,4-difluoro-2-(2-fluoro-4-iodoanilino)benzoate